C1(=CC=CC=C1)N(C1=CC=C(C=C1)B(O)O)C1=CC=CC=C1 4-(diphenylamino)phenyl-boronic acid